NC=1C=C(C(=O)OCC)C=C(C1)C=1CCOCC1 ethyl 3-amino-5-(3,6-dihydro-2H-pyran-4-yl)benzoate